Laurylcholine chloride hydrate O.[Cl-].C(CCCCCCCCCCC)OCC[N+](C)(C)C